N-(3-Hydroxy-4-(4-(2-methoxyphenyl)piperidin-1-yl)butyl)-1-methyl-2-oxoindoline-5-carboxamide OC(CCNC(=O)C=1C=C2CC(N(C2=CC1)C)=O)CN1CCC(CC1)C1=C(C=CC=C1)OC